OC1=CC=C(C=C1)C(=C(CC)C1=CC=C(C=C1)O)C1=CC=C(C=C1)N1CCN(CC1)C (4-(4-(1,2-bis(4-hydroxyphenyl)but-1-en-1-yl)phenyl)piperazin-1-yl)methan